1-(5-(2-methyl-2H-pyrazolo[3,4-b]pyridin-5-yl)[1,3]thiazolo[5,4-b]pyridin-2-yl)-3-(trifluoromethoxy)cyclobutanol CN1N=C2N=CC(=CC2=C1)C1=CC=C2C(=N1)SC(=N2)C2(CC(C2)OC(F)(F)F)O